2'-(4,5-Dimethyl-1H-imidazol-2-yl)-N-((tetrahydrofuran-2-yl)methyl)-3,4'-bipyridin-5-carboxamid CC=1N=C(NC1C)C1=NC=CC(=C1)C=1C=NC=C(C1)C(=O)NCC1OCCC1